3,4-difluoro-N-(1-(6-(2-methoxyphenyl)pyridazin-3-yl)piperidin-3-yl)benzamide FC=1C=C(C(=O)NC2CN(CCC2)C=2N=NC(=CC2)C2=C(C=CC=C2)OC)C=CC1F